C(C1=CC=CC=C1)N1N=CC(=C1)C=1C(=CC(N(C1)C)=O)C1=CC(=CC=C1)OC 5-(1-benzyl-1H-pyrazol-4-yl)-4-(3-methoxyphenyl)-1-methyl-pyridin-2(1H)-one